mercapto-diphenyl-silicon S[Si](C1=CC=CC=C1)C1=CC=CC=C1